(3S,4S)-4-((4-chlorophenyl)thio)-3-hydroxy-3-(hydroxymethyl)pyrrolidine-1-carboxylic acid tert-butyl ester C(C)(C)(C)OC(=O)N1C[C@@]([C@H](C1)SC1=CC=C(C=C1)Cl)(CO)O